ClC1=C(C=CC=C1)C(N1N=CC=2C1=CN=C(C2)C(=O)O)C2CC2 1-((2-Chlorophenyl)(cyclopropyl)methyl)-1H-pyrazolo[3,4-c]pyridine-5-carboxylic acid